C(=O)(O)COC=1C=C(C(=O)NCC(=O)N[C@@H](CCCCN)C(=O)OC(C)(C)C)C=CC1 tert-Butyl N-[3-(carboxymethoxy)benzoyl]glycyl-L-lysinate